6-methyl-2-(prop-1-en-2-yl)-N-(1-(3,4,5-trimethoxyphenyl)-1H-imidazol-4-yl)thieno[3,2-d]Pyrimidine-4-amine CC1=CC=2N=C(N=C(C2S1)NC=1N=CN(C1)C1=CC(=C(C(=C1)OC)OC)OC)C(=C)C